FC1(CN(C1)C(C=C)=O)\C=C/C1=NOC(=C1)C(F)(F)F (Z)-1-(3-fluoro-3-(2-(5-(trifluoromethyl)isoxazol-3-yl)vinyl)azetidin-1-yl)prop-2-en-1-one